ClC1=CC(=C(C=C1)C1=CC=C(C=C1)C1CN(C1)C(CC[C@H]1NC(OC1)=O)=O)S(=O)(=O)C (4R)-4-[3-[3-[4-(4-Chloro-2-methylsulfonyl-phenyl)phenyl]azetidin-1-yl]-3-oxo-propyl]oxazolidin-2-one